O1CCN(C2=C1C=CC=C2)N2CC=C(C1=CC=CC(=C21)C2=C(C(=CC(=C2)F)F)F)C2CCOCC2 N-(2,3-dihydro-1,4-benzoxazin-4-yl)-4-tetrahydropyran-4-yl-8-(2,3,5-trifluorophenyl)quinoline